N-(2-(2-(3',6'-dihydroxy-3-keto-3H-spiro[isobenzofuran-1,9'-xanthene]-5-carboxamido)ethoxy)ethyl)piperidine-4-carboxamide phenanthren-3-yl-4-methylbenzenesulfonate C1=CC(=CC=2C3=CC=CC=C3C=CC12)OS(=O)(=O)C1=CC=C(C=C1)C.OC=1C=CC=2C3(C4=CC=C(C=C4OC2C1)O)OC(C1=CC(=CC=C13)C(=O)NCCOCCNC(=O)C1CCNCC1)=O